IC=1C=C(C=CC1OC)C1=C(N=CO1)C(=O)NCCCC=1C=NC=NC1 5-(3-iodo-4-methoxyphenyl)-N-(3-(pyrimidin-5-yl)propyl)oxazole-4-carboxamide